CC(CO)([C@@H](C(C)C)O)C r-2,2,4-trimethyl-1,3-pentanediol